CC1N(CCOC1)C1=NC=CC=C1C#N 2-(3-methylmorpholin-4-yl)pyridine-3-carbonitrile